OC=1C(=C2C=CC(=CC2=CC1)S(=O)(=O)O)N=NC1=C(C=C(C(=C1)C)S(=O)(=O)O)OC 6-hydroxy-5-{(2-methoxy-5-methyl-4-sulfophenyl)azo}-2-naphthalenesulfonic acid